trans-N-(2-(dimethylamino)ethyl)-2-fluoro-N-[3-[(6-(2-ethyl-5-fluoro-4-hydroxyphenyl)-1H-indazol-4-yl)oxy]cyclobutyl]prop-2-enamide CN(CCN(C(C(=C)F)=O)[C@@H]1C[C@H](C1)OC1=C2C=NNC2=CC(=C1)C1=C(C=C(C(=C1)F)O)CC)C